C(C)OC(=O)C=1N(C(=C(C1C)C(C(NC1=CC=CC=C1)=O)=O)C)C 1,3,5-trimethyl-4-(2-oxo-2-(phenylamino)acetyl)-1H-pyrrole-2-carboxylic acid ethyl ester